(cis)-tert-Butyl 6,6-difluoro-1-methylhexahydropyrrolo[3,2-c]pyrazole-4(2H)-carboxylate FC1(CN([C@@H]2[C@H]1N(NC2)C)C(=O)OC(C)(C)C)F